CN1CN(CC1)C N,N'-dimethylimidazolidine